1-azido-16,16-bis(1-azido-13-oxo-3,6,9-trioxa-12-azapentadecan-15-yl)-13,18-dioxo-3,6,9-trioxa-12,17-diazanonacosan-29-oic acid N(=[N+]=[N-])CCOCCOCCOCCNC(CCC(NC(CCCCCCCCCCC(=O)O)=O)(CCC(NCCOCCOCCOCCN=[N+]=[N-])=O)CCC(NCCOCCOCCOCCN=[N+]=[N-])=O)=O